C(C)(=O)[O-].[Cu+2].C(=C)C1(CC=C(N=C1)C1=NC=CC=C1)C=C.C(C)(=O)[O-] 5,5-divinyl-2,2-bipyridine copper acetate